C(#N)C1=CC(=C(C=C1)C1=C2C(=CN=C1)SC(=C2)C#N)C=2C(=NN(C2)CC)C(F)(F)F 4-(4-Cyano-2-(1-ethyl-3-(trifluoromethyl)-1H-pyrazol-4-yl)phenyl)thieno(2,3-c)pyridine-2-carbonitrile